C(C=CCCCCCCCCCCCCCCC)[NH+](CC=CCCCCCCCCCCCCCCC)[O-] di(2-octadecenyl)amine oxide